N1CCC2=C(C=CN=C12)C1=NNC2=NC(=CN=C21)C2CNCCC2(N)C 3-(3-(2,3-dihydro-7-azaindol-4-yl)-1H-pyrazolo[3,4-b]pyrazin-6-yl)-4-methylpiperidin-4-amine